azopyrazole C1=C(NN=C1)N=NC2=CC=NN2